n-propylbenzoate C(CC)OC(C1=CC=CC=C1)=O